6-{[4-Fluoro-3-(7-morpholin-4-yl-quinazolin-4-yl)-phenyl]hydroxy-methyl}-1,4-dimethyl-1H-pyridin-2-one FC1=C(C=C(C=C1)C(C1=CC(=CC(N1C)=O)C)O)C1=NC=NC2=CC(=CC=C12)N1CCOCC1